COC=1C=C(C=CC1OC)C=1OC2=CC(=CC(=C2C(C1)=O)OC)OCC(=O)O 2-((2-(3,4-dimethoxyphenyl)-5-methoxy-4-oxo-4H-chromen-7-yl)oxy)acetic acid